NC=1C2=C(N=CN1)C(=CS2)C(=O)NC2=C1C=CN=C(C1=CC=C2C)C(O)C2=CC=C(C=C2)Cl 4-Amino-N-(1-((4-chlorophenyl)(hydroxy)methyl)-6-methylisoquinolin-5-yl)thieno[3,2-d]pyrimidine-7-Carboxamide